Scandium(III)-oxid [O-2].[Sc+3].[O-2].[O-2].[Sc+3]